tert-butyl N-(azetidin-3-yl)carbamate CC(C)(C)OC(=O)NC1CNC1